C(C)(C)(C)OC(N[C@H]1CN(C[C@@H](C1)F)C(=O)C1=CC2=C(N(C(=N2)C=2N(C3=CC=CC=C3C2)CC2CC2)CC2CNC2)C(=C1)OC)=O ((3R,5R)-1-(1-(azetidin-3-ylmethyl)-2-(1-(cyclopropylmethyl)-1H-indol-2-yl)-7-methoxy-1H-benzo[d]imidazole-5-carbonyl)-5-fluoropiperidin-3-yl)carbamic acid tert-butyl ester